methyl (3S,4S)-4-(fluoromethyl)-1,3-dimethylpiperidine-3-carboxylate FC[C@@H]1[C@@](CN(CC1)C)(C(=O)OC)C